5-(1-isopropyl-2-methyl-1H-imidazo[4,5-b]pyridin-6-yl)-N-(oxetan-3-yl)pyrrolo[2,1-f][1,2,4]triazin-2-amine C(C)(C)N1C(=NC2=NC=C(C=C21)C=2C=CN1N=C(N=CC12)NC1COC1)C